ClC=1C=NC2=C(C(=CC=C2C1)F)C=1C(=NC(=CC1)N)N 3-(3-chloro-7-fluoroquinolin-8-yl)pyridine-2,6-diamine